Cl.NC1=C(C(=NC=N1)NC1=CC(=C2C(NC3(NN2C1=O)CCCC3)=O)Cl)Cl 7'-((6-amino-5-chloropyrimidin-4-yl)amino)-5'-chlorospiro[cyclopentane-1,2'-pyrido[2,1-f][1,2,4]triazine]-4',8'(1'H,3'H)-dione hydrochloride